C(CCC)(=O)C=1C=C(C=CC1)NC(=O)C1C(=NN(C1=O)C1=CC=CC=C1)C N-(3-butyrylphenyl)-3-methyl-5-oxo-1-phenyl-4,5-dihydro-1H-pyrazole-4-carboxamide